FC(C1=NC=CC(=N1)OC[C@@H]1CCC2=CCCN12)(F)F (3S,7aS)-3-(((2-(trifluoromethyl)pyrimidin-4-yl)oxy)methyl)tetrahydro-1H-pyrrolizin